N1CCCC1 (3R)-pyrrolidine